pentaerythritol triacetoacetate C(CC(=O)C)(=O)OCC(COC(CC(=O)C)=O)(COC(CC(=O)C)=O)CO